(1S,3aR,6aS)-2-(2-(3-chlorophenyl)-2,2-difluoroacetyl)-N-((R)-4-fluoro-3-oxo-1-((S)-2-oxopyrrolidin-3-yl)butan-2-yl)octahydrocyclopenta[c]pyrrole-1-carboxamide ClC=1C=C(C=CC1)C(C(=O)N1[C@@H]([C@@H]2[C@H](C1)CCC2)C(=O)N[C@H](C[C@H]2C(NCC2)=O)C(CF)=O)(F)F